C1(CC1)N1N=C(C(=C1)C=1C2=C(N=CN1)C=C(C(=N2)NC(=O)C21CNCC1C2)OC)C2=CC=CC=C2 N-(4-(1-cyclopropyl-3-phenyl-1H-pyrazol-4-yl)-7-methoxypyrido[3,2-d]pyrimidin-6-yl)-3-azabicyclo[3.1.0]hexane-1-carboxamide